2-(6-bromo-4-(2-trans-fluorocyclopropoxy)-1-oxophthalazin-2(1H)-yl)-N-(5-fluoropyrimidin-2-yl)acetamide BrC=1C=C2C(=NN(C(C2=CC1)=O)CC(=O)NC1=NC=C(C=N1)F)OC1(CC1)F